ClC(C1=NC(=NO1)C1=CC(=C(CP(NC2=CC(=C(C=C2)F)F)(=O)C)C=C1)F)(F)F P-(4-(5-(chlorodifluoromethyl)-1,2,4-oxadiazol-3-yl)-2-fluorobenzyl)-N-(3,4-difluorophenyl)-P-methylphosphinic amide